octane-3,5-dione CCC(CC(CCC)=O)=O